4-fluoro-N-[2-(1-methylpyrrolidin-2-yl)imidazo[1,2-a]pyridin-6-yl]-1H-indole-5-carboxamide FC1=C2C=CNC2=CC=C1C(=O)NC=1C=CC=2N(C1)C=C(N2)C2N(CCC2)C